C(C)(C)(C)OC(N[C@@H](C)C=1N(N=C(N1)N(C(=O)OCC1=CC=CC=C1)C1=CC=CC=C1)C1=NC=CC=N1)=O N-[(1S)-1-[5-(Phenylbenzyloxycarbonylamino)-2-pyrimidin-2-yl-1,2,4-triazol-3-yl]ethyl]carbamic acid tert-butyl ester